C(C)(C)(C)OC(=O)N1[C@@H]2CC[C@@H]2N(CC1)C1=CC=CC=2O[C@@](OC21)(C)C2=NC=C(C=C2)Cl.C(C)C(CN(C(COCC(=O)N)=S)CC(CCCC)CC)CCCC |&1:21| N,N-di(2-ethylhexyl)thiodiglycolamide rac-tert-butyl-(1R,6S)-5-(2-(5-chloropyridin-2-yl)-2-methylbenzo[d][1,3]dioxol-4-yl)-2,5-diazabicyclo[4.2.0]octane-2-carboxylate